BrC=1C=CC(=NC1C)C(=O)OC methyl 5-bromo-6-methylpyridine-2-carboxylate